C(C)(C)(C)OCCN(CCC(C(=O)O)NC(C1=C(C=CC=C1)F)=O)CCCCC1=NC=2NCCCC2C=C1 4-[2-tert-butoxyethyl-[4-(5,6,7,8-tetrahydro-1,8-naphthyridin-2-yl)butyl]amino]-2-[(2-fluorobenzoyl)amino]butanoic acid